1-(3-bromo-4-methoxyphenyl)-2,2,2-trifluoroethan-1-one BrC=1C=C(C=CC1OC)C(C(F)(F)F)=O